NN(CC1=CC=CC=C1)C(=O)O Azaphenylalanine